ClC=1C(=CC(=C(OC=2C(=NC(=NC2)NC2CCN(CC2)S(=O)(=O)C)N)C1)C(C)C)OC 5-(5-Chloro-2-isopropyl-4-methoxy-phenoxy)-N*2*-(1-methanesulfonyl-piperidin-4-yl)-pyrimidine-2,4-diamine